OC(CN(CCCC(=O)OCCN1CCN(CC1)CCCSSCCCCN(CC(CCCCCC\C=C/CCCCCCCC)O)CC(CCCCCC\C=C/CCCCCCCC)O)CC(CCCCCCCC)O)CCCCCCCC 2-(4-(3-((4-(bis((Z)-2-hydroxyoctadec-9-en-1-yl)amino)butyl)disulfaneyl)propyl)piperazin-1-yl)ethyl 4-(bis(2-hydroxydecyl)amino)butanoate